2-(1-adamantyl)-N-[2-[4-[2-[4-[[8-[3-(cyanomethyl)-3-(4-ethylpyrazol-1-yl)azetidin-1-yl]-[1,2,4]triazolo[1,5-a]pyridin-2-yl]amino]pyrazol-1-yl]acetyl]piperazin-1-yl]ethyl]acetamide C12(CC3CC(CC(C1)C3)C2)CC(=O)NCCN2CCN(CC2)C(CN2N=CC(=C2)NC2=NN3C(C(=CC=C3)N3CC(C3)(N3N=CC(=C3)CC)CC#N)=N2)=O